N-((1S,2S)-2-(6-fluoro-2,3-dimethylphenyl)-1-(5-oxo-4,5-dihydro-1,3,4-oxadiazol-2-yl)propyl)-1-oxa-7-aza-spiro[3.5]nonane-7-sulfonamide FC1=CC=C(C(=C1[C@@H]([C@@H](C=1OC(NN1)=O)NS(=O)(=O)N1CCC2(CCO2)CC1)C)C)C